C(#C)CC(=O)C1=CC=CC=C1 ethynyl-acetophenone